[Cl-].C(C=C)(=O)OCC[N+](CCCCCCCCCCCCCCCC)(C)C acryloyloxyethyl-dimethylhexadecylammonium chloride